5-hydroxy-2-methyl-2-(4-methylpent-3-en-1-yl)-7-(3-methylpentyl)-2H-chromene-6-carboxylic acid OC1=C2C=CC(OC2=CC(=C1C(=O)O)CCC(CC)C)(CCC=C(C)C)C